3-allyloxymethyl-3-ethyl-oxetane C(C=C)OCC1(COC1)CC